2,6,2',6'-tetramethyl-benzidine CC1=C(C(=CC(=C1)N)C)C1=C(C=C(N)C=C1C)C